(((2-((benzyloxy)carbonyl)-2-methylpropane-1,3-diyl)bis(oxy))bis(3-oxopropane-3,1-diyl))bis(propane-2,1,3-triyl) tetranonanoate C(CCCCCCCC)(=O)OCC(COC(CCCCCCCC)=O)CCC(=O)OCC(COC(CCC(COC(CCCCCCCC)=O)COC(CCCCCCCC)=O)=O)(C)C(=O)OCC1=CC=CC=C1